magnesium phenyl phosphate, magnesium salt [Mg+2].P(=O)(OC1=CC=CC=C1)([O-])[O-].[Mg+2].C1(=CC=CC=C1)OP(=O)([O-])[O-]